CC1=C(C=C(C=C1)C1=NN=C(N1)C1=CC=CC=C1)S(=O)(=O)C12COCC(CC1)N2 ((2-methyl-5-(5-phenyl-4H-1,2,4-triazol-3-yl)phenyl)sulfonyl)-3-oxa-8-azabicyclo[3.2.1]octane